ClC1=C(C=CC(=C1)F)NC1=C(C(=O)NC=2C=NC(=CC2)OC)C=CC(=C1)C(F)(F)F 2-((2-chloro-4-fluorophenyl)amino)-N-(6-methoxypyridin-3-yl)-4-(trifluoromethyl)benzamide